trans-4-(maleimido-methyl)cyclohexane-1-carboxylic acid succinimidyl ester C1(CCC(N1OC(=O)[C@@H]1CC[C@H](CC1)CN1C(C=CC1=O)=O)=O)=O